C(CCCCC)=O Hexaldehyd